CC1=C(C2=CC=C(C=C2C=C1)C)O 2,6-dimethylnaphthalene-1-ol